Bromo-2-fluorobenzaldehyde-1,2,3,4,5,6-13C6 Br[13C]=1[13C](=[13C](C=O)[13CH]=[13CH][13CH]1)F